3-{4-[(2-chloro-1H-imidazol-1-yl)methyl]phenyl}-5-(trifluoromethyl)-4,5-dihydro-1,2-oxazol-5-ol ClC=1N(C=CN1)CC1=CC=C(C=C1)C1=NOC(C1)(O)C(F)(F)F